ClC1=NC=C(C(=C1)N1C(C=C(C=C1C)O)=O)Cl 2',5'-dichloro-4-hydroxy-6-methyl-2H-[1,4'-bipyridine]-2-one